COC(C)(C)[C@@H]1CCC(C1)(C)C=CCCCC (4R)-4-(2-methoxypropan-2-yl)-1-methylcyclopentyl-Hexene